(2R)-2-{6-[5-chloro-2-(phenylamino)pyrimidin-4-yl]-1-oxo-2,3-dihydro-1H-isoindol-2-yl}-N-[(1S)-2-hydroxy-1-(3-methylphenyl)ethyl]propionamide ClC=1C(=NC(=NC1)NC1=CC=CC=C1)C1=CC=C2CN(C(C2=C1)=O)[C@@H](C(=O)N[C@H](CO)C1=CC(=CC=C1)C)C